propionyl-L-phenylalanine cyanomethyl ester C(#N)COC([C@@H](NC(CC)=O)CC1=CC=CC=C1)=O